N-(2'-(Dimethylamino)-6-methoxy-[2,4'-bipyridin]-5-yl)-5-methyl-3-phenyl-isoxazole-4-carboxamide CN(C1=NC=CC(=C1)C1=NC(=C(C=C1)NC(=O)C=1C(=NOC1C)C1=CC=CC=C1)OC)C